CC=1OC(=CC1C(=O)NC1=NC(=NS1)CC(C)=O)C1=CC(=CC=C1)N(CC)CC 2-methyl-5-(3-diethylaminophenyl)-N-(3-(2-oxopropyl)-1,2,4-thiadiazol-5-yl)furan-3-carboxamide